C1(CCCC1)C(C)C1=CC=CC=C1 2-cyclopentyl-2-phenylethane